(5-{3,6-diazabicyclo[3.1.1]heptan-3-yl}-3-methyl-2-oxo-1,3-benzodiazol-1-yl)piperidine-2,6-dione C12CN(CC(N1)C2)C2=CC1=C(N(C(N1C)=O)N1C(CCCC1=O)=O)C=C2